2-(4-nitrobenzoyl)-1,5-dihydro-4H-benzo[b]azepine-4-One [N+](=O)([O-])C1=CC=C(C(=O)C2=CC(CC3=C(N2)C=CC=C3)=O)C=C1